4-[(3bR,4aR)-1-{2-[4-(2,3-Dimethylphenyl)piperazin-1-yl]-2-oxoethyl}-3b,4,4a,5-tetrahydro-1H-cyclopropa[3,4]cyclopenta[1,2-c]pyrazol-3-carbonyl]-1-imino-1lambda6,4-thiazinan-1-on CC1=C(C=CC=C1C)N1CCN(CC1)C(CN1N=C(C2=C1C[C@@H]1[C@H]2C1)C(=O)N1CCS(CC1)(=O)=N)=O